C(C)OC=1C=C(C=CC1C=1NC(C2=C(N1)NN=N2)=O)C2=CC(=C(C=C2)OCC2=CC=C(C=C2)OC)NCC(=O)OC(C)(C)C Tert-butyl (3'-ethoxy-4-((4-methoxybenzyl)oxy)-4'-(7-oxo-6,7-dihydro-3H-[1,2,3]triazolo[4,5-d]pyrimidin-5-yl)-[1,1'-biphenyl]-3-yl)glycinate